Cl.ClC=1C2=CN(N=C2C=CC1C1=CNC2=NC(=CN=C21)N2C[C@H]([C@@H](CC2)N)F)C (3R,4R)-1-[7-(4-chloro-2-methyl-2H-indazol-5-yl)-5H-pyrrolo[2,3-b]pyrazin-3-yl]-3-fluoropiperidin-4-amine, hydrochloride salt